C(C)(C)(C)OC(=O)NC1CCC(CC1)N(C)CC1CCN(CC1)C=1C=C(C=CC1)NCCC(=O)OC methyl 3-((3-(4-((((1r,4r)-4-((tert-butoxycarbonyl)amino)cyclohexyl)(methyl)amino)methyl)piperidin-1-yl)phenyl)amino)propanoate